NC1=C(C2=NC=C3C(=C2N1C1=C(C(=CC=C1C)OC)C)N=CN3C)C#N 7-amino-8-(3-methoxy-2,6-dimethylphenyl)-3-methyl-3,8-dihydroimidazo[4,5-d]pyrrolo[3,2-b]pyridine-6-carbonitrile